C(=O)NC1CCC(CC1)NC=O N-(4-formamidocyclohexyl)formamide